N[C@@H]1C2=CC=CC=C2CC12CCN(CC2)C=2NC(C1=C(N2)NN=C1C1(CC1)C1=C(C(=NC=C1)N(C)C)Cl)=O (S)-6-(1-amino-1,3-dihydrospiro[indene-2,4'-piperidin]-1'-yl)-3-(1-(3-chloro-2-(dimethylamino)pyridin-4-yl)cyclopropyl)-1,5-dihydro-4H-pyrazolo[3,4-d]pyrimidin-4-one